FC(C1C[C@@](N(C1)C(=O)OC(C)(C)C)(C(=O)OC)CCCO)F 1-(t-butyl) 2-methyl (R)-4-(difluoromethyl)-2-(3-hydroxypropyl)pyrrolidin-1,2-dicarboxylate